COC(CN(C([C@H](C)NC(OCC1C2=CC=CC=C2C=2C=CC=CC12)=O)=O)CC(CC)C)OC (9H-fluoren-9-yl)methyl (2S)-1-((2,2-dimethoxyethyl)(2-methylbutyl)amino)-1-oxopropan-2-ylcarbamate